2,9-Diaza-1-spiro[5.5]undecanone C1(NCCCC12CCNCC2)=O